C(C)(C)(C)OC(=O)N[C@H]1CN(CCC1(F)F)CC1=CC(=NC=C1)C(=O)[O-].[Li+] lithium 4-{[(S)-3-(tert-butoxycarbonylamino)-4,4-difluoro-1-piperidyl]methyl}-2-pyridinecarboxylate